(1R,3R,4S,5R)-3,4-bis[[3-(3,4-dihydroxyphenyl)-1-oxo-2-propen-1-yl]oxy]-1,5-dihydroxy-cyclohexanecarboxylic acid OC=1C=C(C=CC1O)C=CC(=O)O[C@@H]1C[C@](C[C@H]([C@@H]1OC(C=CC1=CC(=C(C=C1)O)O)=O)O)(C(=O)O)O